(2S,4R)-1-(2-(3-acetyl-5-(2-methylpyrimidin-5-yl)-1H-indazol-1-yl)acetyl)-4-fluoro-N-(6-(trifluoromethyl)pyridin-2-yl)pyrrolidine-2-carboxamide C(C)(=O)C1=NN(C2=CC=C(C=C12)C=1C=NC(=NC1)C)CC(=O)N1[C@@H](C[C@H](C1)F)C(=O)NC1=NC(=CC=C1)C(F)(F)F